FC(C(=O)O)(F)F.C(C1=CC=CC=C1)NC=1C(N(C(=CN1)C1=CC=CC=C1)CC(=O)N)=O 2-(3-(benzylamino)-2-oxo-6-phenylpyrazin-1(2H)-yl)acetamide trifluoroacetate